N[Ru](C(=CP(C1=CC=CC=C1)C1=CC=CC=C1)P(C1=CC=CC=C1)C1=CC=CC=C1)(N)N triamino-1,2-bis(diphenylphosphino)vinyl-ruthenium